4-tert-pentylcyclohexyl acetate C(C)(=O)OC1CCC(CC1)C(C)(C)CC